ClC1=C(C(=CC=C1Cl)F)[C@]1(CN(CC1)C(C=C)=O)NC1=CC(=C2CCN(C(C2=C1)=O)C)F 7-{[(3R)-3-(2,3-Dichloro-6-fluorophenyl)-1-(prop-2-enoyl)pyrrolidin-3-yl]amino}-5-fluoro-2-methyl-3,4-dihydroisoquinolin-1-one